5-[2,3-difluoro-4-[1-(2-methoxyethyl)-3-(trifluoromethyl)pyrazol-4-yl]phenyl]-1-methyl-imidazole-2-carboxamide FC1=C(C=CC(=C1F)C=1C(=NN(C1)CCOC)C(F)(F)F)C1=CN=C(N1C)C(=O)N